ClC1=C2C(=C(N=N1)N[C@H]1CN(CCC1)C(=O)OC(C)(C)C)N(C=C2)C tert-butyl (R)-3-((4-chloro-1-methyl-1H-pyrrolo[2,3-d]pyridazin-7-yl)amino)piperidine-1-carboxylate